3-((3-bromo-2-fluorophenyl)(methoxy)methyl)oxetane BrC=1C(=C(C=CC1)C(C1COC1)OC)F